Cl(=O)(=O)(=O)[O-] anti-perchlorate